N[C@H](C(=O)O[C@@H]1[C@H](O[C@@]([C@@H]1O)(C#N)C1=CC=C2C(=NC=NN21)N)COC(CC)=O)C(C)C (2R,3S,4R,5R)-5-{4-aminopyrrolo[2,1-f][1,2,4]triazin-7-yl}-5-cyano-4-hydroxy-2-[(propanoyloxy)methyl]oxolan-3-yl (2S)-2-amino-3-methylbutanoate